C(C1=CC=CC=C1)NC1=NC(=NC=2[C@H](CCCC12)OCCO)N1C(=CC=2C(=CC=CC12)C(=O)N)C 1-[(8S)-4-(benzylamino)-8-(2-hydroxyethoxy)-5,6,7,8-tetrahydroquinazolin-2-yl]-2-methyl-indole-4-carboxamide